ClC1=C(C(=O)N(C)C)C=CC(=C1)N1CC2(C1)CCN(CC2)C2CCN(CC2)C(C(C(C)C)(C(F)(F)F)O)=O 2-chloro-4-(7-(1-(2-hydroxy-3-methyl-2-(trifluoromethyl)butanoyl)piperidin-4-yl)-2,7-diazaspiro[3.5]nonan-2-yl)-N,N-dimethylbenzamide